5-methyl-3-(2-(3-(3-isopropylphenyl)-4-oxothiazolidine-2-ylidene)hydrazono)-1H-indol-2-one CC=1C=C2C(C(NC2=CC1)=O)=NN=C1SCC(N1C1=CC(=CC=C1)C(C)C)=O